(S)-1-(2,6-difluoro-3-hydroxybenzyl)-3,4-dimethyl-2-oxo-N-(2,4,6-trifluorobenzyl)-1,2,3,4-tetrahydroquinazoline-7-carboxamide FC1=C(CN2C(N([C@H](C3=CC=C(C=C23)C(=O)NCC2=C(C=C(C=C2F)F)F)C)C)=O)C(=CC=C1O)F